6-butyl-5-(2,6-dimethoxyphenyl)-3-((4-(6-fluoropyridin-3-yl)phenyl)sulfonyl)-4-hydroxypyridin-2(1H)-one C(CCC)C1=C(C(=C(C(N1)=O)S(=O)(=O)C1=CC=C(C=C1)C=1C=NC(=CC1)F)O)C1=C(C=CC=C1OC)OC